C(C)N1C(=NC2=C1C=CC=C2)CCN2C(C=CC1=CC=C(C=C21)F)C N-[2-(1-ethyl-1H-1,3-benzodiazol-2-yl)ethyl]-7-fluoro-2-methylquinoline